NC1=NC(N(C=C1F)[C@@H]1O[C@]([C@H](C1)O)(OC)CO)=O 4-amino-5-fluoro-1-((2R,4S,5R)-4-hydroxy-5-(hydroxymethyl)-5-methoxytetrahydrofuran-2-yl)pyrimidin-2(1H)-one